ClC1=NC=2N(C(=C1)N1CCC(CC1)(C(=O)N)OCC)N=C(C2C2=CC=C(C=C2)Cl)C2=C(C=CC=C2)Cl 1-[5-chloro-2-(2-chlorophenyl)-3-(4-chlorophenyl)pyrazolo[1,5-a]pyrimidin-7-yl]-4-eth-oxy-piperidine-4-carboxamide